leucyl-proline N[C@@H](CC(C)C)C(=O)N1[C@@H](CCC1)C(=O)O